1-[[2-(ethylsulfonylamino)-3-fluoropyridin-4-yl]methyl]-4-(2-fluoro-4-iodoanilino)-N-methoxy-5-methyl-6-oxopyridine-3-carboxamide C(C)S(=O)(=O)NC1=NC=CC(=C1F)CN1C=C(C(=C(C1=O)C)NC1=C(C=C(C=C1)I)F)C(=O)NOC